1-(trifluoromethyl)-4-vinylbenzene FC(C1=CC=C(C=C1)C=C)(F)F